3-((2-(benzyloxy)ethoxy)methyl)pentan-3-ol C(C1=CC=CC=C1)OCCOCC(CC)(CC)O